C(C)(=O)NC=1C=NN(C1)C1CCN(CC1)C(=O)OC(C)(C)C tert-Butyl 4-(4-acetamido-1H-pyrazol-1-yl)piperidine-1-carboxylate